3-(5-bromo-3-pyridyl)propanoic acid BrC=1C=C(C=NC1)CCC(=O)O